CN(CCCN(CC(C)O)CC(C)O)C 1,1'-((3-(dimethylamino)propyl)azanediyl)di(propan-2-ol)